methyl 1-(1-(tert-butoxycarbonyl) azetidin-3-yl)-6-chloro-1H-pyrrolo[2,3-b]pyridine-4-carboxylate C(C)(C)(C)OC(=O)N1CC(C1)N1C=CC2=C1N=C(C=C2C(=O)OC)Cl